FC(C(=O)O)(F)F.CC1=CN=CC=C1C(=O)O 5-methylisonicotinic acid, 2,2,2-trifluoroacetate salt